OC1CN(CC1)C1=NC(=NC(=C1)NCC1=CC=C(C=C1)S(=O)(=O)C)NC=1SC(=C(N1)C)C(=O)OCC ethyl 2-[[4-(3-hydroxy-1-pyrrolidinyl)-6-[[[4-(methylsulfonyl) phenyl] methyl] amino]-2-pyrimidinyl] amino]-4-methyl-5-thiazolecarboxylate